tertbutyl 2-[4-(4-fluoro-2-methoxy-phenyl)-5-hydroxy-1-(1-methylpyrazol-4-yl)-6,7-dihydro-5H-cyclopenta[c]pyridin-3-yl]-6,7-dihydro-4H-pyrazolo[1,5-a]pyrazine-5-carboxylate FC1=CC(=C(C=C1)C=1C2=C(C(=NC1C1=NN3C(CN(CC3)C(=O)OC(C)(C)C)=C1)C=1C=NN(C1)C)CCC2O)OC